5-chloro-N-[(1R)-1-(2,4-dichlorophenyl)ethyl]-6-methyl-2-piperazin-1-yl-pyrimidin-4-amine hydrochloride Cl.ClC=1C(=NC(=NC1C)N1CCNCC1)N[C@H](C)C1=C(C=C(C=C1)Cl)Cl